C(C)(C)(C1=CC=CC=C1)OOC(C)(C)C tert-butyl α-cumyl peroxide